4-(ethylsulfanyl)pyridin-2-ol C(C)SC1=CC(=NC=C1)O